C(C)(=O)N[C@@H](CC1=CC=C(C=C1)O)C(=O)[O-] N-acetyl-L-tyrosinate